CC1=CC=NC2=C1NC=1N=CN=C(C12)N 8-methyl-9H-pyrido[2',3':4,5]Pyrrolo[2,3-d]Pyrimidin-4-amine